3-fluoro-4-(4-(2-methoxyethyl)piperazin-1-yl)aniline FC=1C=C(N)C=CC1N1CCN(CC1)CCOC